ClC=1C=C(C=CC1)[C@@H](CO)NC(=O)NC=1C=NN(C1C)C1=NC(=NC=C1)NC1=C(C=CC=C1)Cl (S)-1-(1-(3-chlorophenyl)-2-hydroxyethyl)-3-(1-(2-((2-chloro-phenyl)amino)pyrimidin-4-yl)-5-methyl-1H-pyrazol-4-yl)urea